(((4-iodophenyl)amino)methylene)-2,2-dimethyl-1,3-dioxane-4,6-dione IC1=CC=C(C=C1)NC=C1C(OC(OC1=O)(C)C)=O